1-[3-bromo-2-hydroxy-5-(trifluoromethyl)phenyl]propan-1-one BrC=1C(=C(C=C(C1)C(F)(F)F)C(CC)=O)O